FC=1C(=C(N)C(=CC1F)C(C)C)C1=CC(=NC=C1)F 3,4-difluoro-2-(2-fluoropyridin-4-yl)-6-isopropylaniline